NC=1C(NC(N(N1)C1=CC(=C(C(=C1)Cl)OC=1C=C2C(=CC(=NC2=CC1)C1CCC(CC1)C)C)Cl)=O)=O 6-amino-2-(3,5-dichloro-4-((4-methyl-2-(4-methylcyclohexyl)quinolin-6-yl)oxy)phenyl)-1,2,4-triazine-3,5(2H,4H)-dione